4-Bromonaphthalene-2-ol BrC1=CC(=CC2=CC=CC=C12)O